2-[(7S)-1-[2-[[(1S)-1-(2,2-difluoro-1,3-benzodioxol-5-yl)ethyl]amino]-4-pyridinyl]-3-(trifluoromethyl)-4,5,6,7-tetrahydroindazol-7-yl]isoindoline-1,3-dione FC1(OC2=C(O1)C=CC(=C2)[C@H](C)NC2=NC=CC(=C2)N2N=C(C=1CCC[C@@H](C21)N2C(C1=CC=CC=C1C2=O)=O)C(F)(F)F)F